CC(C)(CCC(COOC(C)(C)C)C)OOC(C)(C)C 2,5-dimethyl-2,6-di(t-butylperoxy)hexane